(1r,4r)-4-(3-Chloroanilino)-2'-{2-[(methylsulfonyl)oxy]ethyl}-2',3'-dihydrospiro[cyclohexane-1,1'-indene]-4-carboxylic acid methyl ester COC(=O)C1(CCC2(C(CC3=CC=CC=C23)CCOS(=O)(=O)C)CC1)NC1=CC(=CC=C1)Cl